3-[4-amino-8-[trans-4-(tert-butoxycarbonylamino)cyclohexyloxy]-5,5-dimethyl-6H-benzo[H]quinazolin-7-yl]but-2-enoic acid NC1=NC=NC=2C3=C(CC(C12)(C)C)C(=C(C=C3)O[C@@H]3CC[C@H](CC3)NC(=O)OC(C)(C)C)C(=CC(=O)O)C